C1(CC1)C1=NC=NC(=C1C1=NN2C(C=CC=C2CC2=CC(=C(C=C2)C=2N(C=C(N2)C(F)(F)F)C)F)=N1)OC 2-(4-cyclopropyl-6-methoxypyrimidin-5-yl)-5-(3-fluoro-4-(1-methyl-4-(trifluoromethyl)-1H-imidazol-2-yl)benzyl)-[1,2,4]triazolo[1,5-a]pyridine